OC(C(=O)[O-])C(=O)[O-] hydroxypropanedioate